(3R,4R,5S)-3-((benzyloxy)methyl)-1-((S)-pyrrolidin-3-ylmethyl)piperidine C(C1=CC=CC=C1)OC[C@H]1CN(CCC1)C[C@@H]1CNCC1